FC(C)(F)C1=CC(NC(N1C)=O)=O 6-(1,1-difluoroethyl)-1-methyl-pyrimidine-2,4-dione